NC1=NC(=CC(=C1)NCCCC)CC1=CC=C(C=C1)C(=O)N1CCN(CC1)C(C)C 2-Amino-4-(butylamino)-6-(4-(4-isopropylpiperazine-1-carbonyl)benzyl)pyridine